COC1(CCCCC1)OOC1(CCCCC1)OC methoxycyclohexylperoxide